N-(6-chloro-4-(propan-2-yl)-1,5-naphthyridin-3-yl)-N'-(5-cyanopyridin-3-yl)urea ClC=1N=C2C(=C(C=NC2=CC1)NC(=O)NC=1C=NC=C(C1)C#N)C(C)C